FC(C1=CC=C(C=C1)N1C[C@H]2N(C3=CC=CC=C13)CCN(C2)C(C)=O)(F)F |o1:10| (R)- or (S)-1-(6-(4-(trifluoromethyl)phenyl)-1,2,4,4a,5,6-hexahydro-3H-pyrazino[1,2-a]quinoxalin-3-yl)ethan-1-one